2-(3,5-Dichloro-4-((2-(5-fluoro-2-methylbenzyl)-1-oxo-1,2,3,4-tetrahydroisoquinoline-6-yl)oxy)phenyl)-3,5-dioxo-2,3,4,5-tetrahydro-1,2,4-triazine-6-carboxylic acid ClC=1C=C(C=C(C1OC=1C=C2CCN(C(C2=CC1)=O)CC1=C(C=CC(=C1)F)C)Cl)N1N=C(C(NC1=O)=O)C(=O)O